O-((6aR,8S,9S,9aR)-8-(4-aminoimidazo[2,1-f][1,2,4]triazin-7-yl)-2,2,4,4-tetraisopropyltetrahydro-6H-furo[3,2-f][1,3,5,2,4]trioxadisilocin-9-yl) 1H-imidazole-1-carbothioate N1(C=NC=C1)C(O[C@H]1[C@@H](O[C@H]2[C@H]1O[Si](O[Si](OC2)(C(C)C)C(C)C)(C(C)C)C(C)C)C2=CN=C1C(=NC=NN12)N)=S